C(C1=CC=CC=C1)NCCNCC=1C=NC=CC1 N1-benzyl-N2-(pyridin-3-ylmethyl)ethane-1,2-diamine